6-amino-7-(2-chloro-5-fluorophenyl)-8,9-dihydro-7H-pyrrolo[4,3-H]quinolin-9-one NC=1C=C2C=CC=NC2=C2C1C(NC2=O)C2=C(C=CC(=C2)F)Cl